C1(=CC=CC=C1)[B-](C1=CC=CC=C1)(C1=CC=CC=C1)C1=CC=CC=C1.CC=1C(=C(C=CC1)[PH+](C1=C(C(=CC=C1)C)C)C1=C(C(=CC=C1)C)C)C tris(dimethylphenyl)phosphonium tetra(phenyl)borate